ClC1=CC2=C(OCC3=C(N2CCCCN)C=CC=C3)C=C1 4-[7-chlorodibenzo[b,e][1,4]oxazepin-5(11H)-yl]butan-1-amine